N12PN3CN(CC(C1)C3)C2 1,3,5-triazaphospha-adamantane